1,4-diazacyclobutane N1CCN1